2-chloro-N-((1R,2R,4S)-7-cyano-7-azabicyclo[2.2.1]heptan-2-yl)-4-(6-(cyanomethyl)-2-pyridinyl)benzamide ClC1=C(C(=O)N[C@H]2[C@H]3CC[C@@H](C2)N3C#N)C=CC(=C1)C1=NC(=CC=C1)CC#N